N1=NC(N=C1)=O 1,2,4-Triazol-3-one